1,4-dimethylphenol CC1(CC=C(C=C1)C)O